monomethyl adipate C(CCCCC(=O)[O-])(=O)OC